FC=1C=C(C=C(C1)F)N1N=CC(=C1)C(C(=O)NC1=CC(=NN1C(=O)OC(C)(C)C)C1COC1)C Tert-butyl 5-(2-(1-(3,5-difluorophenyl)-1H-pyrazol-4-yl) propanamido)-3-(oxetan-3-yl)-1H-pyrazole-1-carboxylate